ClCC=1N=CN(C1)C1=C(C#N)C=CC=C1 (4-(chloromethyl)-1H-imidazol-1-yl)benzonitrile